N[C@@H]1C2=CC=CC=C2CC12CCN(CC2)C=2C(=NC(=CN2)C#CCNC=2OC=CN2)CO (S)-(3-(1-amino-1,3-dihydrospiro[inden-2,4'-piperidin]-1'-yl)-6-(3-(oxazol-2-ylamino)prop-1-yn-1-yl)pyrazin-2-yl)methanol